tert-butyl 4-(4,4,5,5-tetramethyl-1,3,2-dioxaborolan-2-yl)-1H-pyrazolo[3,4-b]pyridine-1-carboxylate CC1(OB(OC1(C)C)C1=C2C(=NC=C1)N(N=C2)C(=O)OC(C)(C)C)C